C(C)NC(NC1CN(C1)C=1C(=C(C(=O)O)C=CC1)N1C=CC=C1)=S 3-(3-(3-ethylthioureido)azetidin-1-yl)-2-(1H-pyrrol-1-yl)benzoic acid